CN(C(C1=C(C=CC=C1)C1=NC=C(C=C1)C1=CNC2=NC=C(C=C21)C=2C=CC1=C(CC[C@H](CC1)N1C3COCC1C3)C2)=O)C N,N-Dimethyl-2-(5-{5-[(7S)-7-{3-oxa-6-azabicyclo[3.1.1]heptan-6-yl}-6,7,8,9-tetrahydro-5H-benzo[7]annulen-2-yl]-1H-pyrrolo[2,3-b]pyridin-3-yl}pyridin-2-yl)benzamide